3-amino-2,3-dihydro-1H-inden-1-ol NC1CC(C2=CC=CC=C12)O